ClC=1C=CC(=C2C=CN(C(C12)=O)C)OC1CC2(CN(C2)CCNC2=CC=C3C=CN=CC3=C2)C1 8-chloro-5-((2-(2-(isoquinolin-7-ylamino)ethyl)-2-azaspiro[3.3]heptan-6-yl)oxy)-2-methylisoquinolin-1(2H)-one